C(C)C1(COC1)COCC1CO1 3-ethyl-3-(glycidoxymethyl)oxetane